CN1CCC(CC1)NC(=O)[C@@H]1CC12CCN(CC2)C(=O)OC(C(F)(F)F)C(F)(F)F 1,1,1,3,3,3-hexafluoropropan-2-yl (R)-1-((1-methylpiperidin-4-yl)carbamoyl)-6-azaspiro[2.5]octane-6-carboxylate